ClC=1C=C(COC=2C=C3CCC(C3=CC2)N2CC(C2)C(=O)O)C=CC1C 1-(5-((3-chloro-4-methylbenzyl)oxy)-2,3-dihydro-1H-inden-1-yl)azetidine-3-carboxylic acid